C(C=C)[C@@]1(NCCC1)C(=O)O α-Allyl-proline